FC(CN1C(=NC=2C1=NC(=CN2)C2=CNC=1N=C(N=CC12)NC1CC(C1)(C)NC(C)=O)C)F N-((1s,3s)-3-((5-(1-(2,2-difluoroethyl)-2-methyl-1H-imidazo[4,5-b]pyrazin-6-yl)-7H-pyrrolo[2,3-d]pyrimidin-2-yl)amino)-1-methylcyclobutyl)acetamide